6-(4-chloro-2-fluorobenzyl)imidazo[1,2-b]pyridazine ClC1=CC(=C(CC=2C=CC=3N(N2)C=CN3)C=C1)F